FC1=C(C#N)C=CC(=C1)C1=NC=CC=N1 2-fluoro-4-(pyrimidin-2-yl)benzonitrile